N1=C(C=CC=C1)C1NC=CC=C1 2-(2-pyridyl)-1,2-dihydropyridine